5-methyl-5H-pyrrolo[2,3-b]Pyrazine-3-carboxylic acid methyl ester COC(=O)C1=CN=C2C(=N1)N(C=C2)C